4-PhenyleneDiamine NC1C=CC(N)=CC=1